(N-[5-(4-acetylaminobenzoyl)-4-amino-thiazol-2-yl]-4-fluoro-anilino)propanamide C(C)(=O)NC1=CC=C(C(=O)C2=C(N=C(S2)N(C2=CC=C(C=C2)F)C(C(=O)N)C)N)C=C1